2-ethylpyrimidine-2,4-diamine C(C)C1(NC=CC(=N1)N)N